ClC1=C(C=C(C=C1)C1=CC=C(C=C1)OC=1N=NNC1C(=O)O)OC(F)(F)F 4-((4'-chloro-3'-(trifluoromethoxy)-[1,1'-biphenyl]-4-yl)oxy)-1H-1,2,3-triazole-5-carboxylic acid